tris(triphenylsilyl)arsine C1(=CC=CC=C1)[Si](C1=CC=CC=C1)(C1=CC=CC=C1)[As]([Si](C1=CC=CC=C1)(C1=CC=CC=C1)C1=CC=CC=C1)[Si](C1=CC=CC=C1)(C1=CC=CC=C1)C1=CC=CC=C1